4-methyl-phenyl thiol CC1=CC=C(C=C1)S